P(=O)(OCCOCCOC)(I)I (2-(2-methoxyethoxy)ethyl) diiodophosphate